3-(1-(4-Bromophenyl)azepan-2-yl)-1-phenyl-1H-pyrrole-2,5-dione BrC1=CC=C(C=C1)N1C(CCCCC1)C=1C(N(C(C1)=O)C1=CC=CC=C1)=O